OCCOC1=CC=C(C=C1)OCCO 1,4-bis(hydroxyethoxy)-benzene